C(C)OC(C(C1=CC=CC=C1)NCC(C)C=1C=NC(=CC1)C)=O 2-((2-(6-methylpyridin-3-yl)propyl)amino)-2-phenylacetic acid ethyl ester